4-Chloro-N-(3-(1-(4-methyl-4H-1,2,4-triazol-3-ylthio)ethyl)phenyl)benzamide ClC1=CC=C(C(=O)NC2=CC(=CC=C2)C(C)SC2=NN=CN2C)C=C1